3-(3-aminopropoxy)propan-1-ol NCCCOCCCO